ethyl 8-methyl-2-[(pyridin-2-yl) methyl]-4,5-dihydro-2H-furo[2,3-g]indazole-7-carboxylate CC1=C(OC=2CCC3=CN(N=C3C21)CC2=NC=CC=C2)C(=O)OCC